2-chloro-N-(5-cyclopropyl-1H-pyrazol-3-yl)-N-(4-methoxybenzyl)pyrimidin-4-amine ClC1=NC=CC(=N1)N(CC1=CC=C(C=C1)OC)C1=NNC(=C1)C1CC1